9-(1-((6-chloro-3'-fluoro-[2,4'-bipyridyl]-3-yl)amino)-2-hydroxyethyl)-3-ethyl-4,7-dimethyl-3,4-dihydro-5H-pyrazolo[3,4-c]isoquinolin-5-one ClC1=CC=C(C(=N1)C1=C(C=NC=C1)F)NC(CO)C=1C=2C3=C(N(C(C2C=C(C1)C)=O)C)N(N=C3)CC